COC(C=C)=O.OC1=C(C=C(C=C1C(C)(C)CC)C(C)(C)CC)N1N=C2C(=N1)C=CC=C2 2-(2'-hydroxy-3',5'-Di-tert-pentylphenyl)benzotriazole methyl-acrylate